FC(OC=1C=C(C=CC1)CCN)F (3-(difluoromethoxy)phenyl)ethylamine